C(C)OC(=O)C=1C=NC=CC1.BrCC1=C(C=CC=C1)C1N(CCC(C1)C(F)(F)F)S(=O)(=O)C1=CC=C(C)C=C1 2-(2-(bromomethyl)phenyl)-1-p-toluenesulfonyl-4-(trifluoromethyl)piperidine ethyl-pyridine-3-carboxylate